1-[(6-allylergoline-8β-yl)formyl]-1-[3-(dimethylamino)propyl]-3-ethylurea C(C=C)N1C[C@@H](C[C@@H]2C=3C=CC=C4NC=C(C[C@@H]12)C34)C(=O)N(C(=O)NCC)CCCN(C)C